Lauryl methacrylate (lauryl methacrylate) C(CCCCCCCCCCC)C=C(C(=O)O)C.C(C(=C)C)(=O)OCCCCCCCCCCCC